COC([C@@H]1[C@H]([C@H]([C@@](O1)(N1C=NC=2C(O)=NC=NC12)C(C1=CC=CC=C1)(C1=CC=CC=C1)C1=CC=CC=C1)OC)O)(O)OC dimethoxytrityl-2'-O-methyl-inosine